CC1=C(C=CC=C1C)N1CCN(CC1)C(CN1N=C(C2=C1CCC2)C(=O)N2CC(C(CC2)O)CO)=O 1-[4-(2,3-Dimethylphenyl)piperazin-1-yl]-2-{3-[4-hydroxy-3-(hydroxymethyl)piperidin-1-carbonyl]-5,6-dihydrocyclopenta[c]pyrazol-1(4H)-yl}ethan-1-on